benzo[b]thiophene-6-carboxamide S1C2=C(C=C1)C=CC(=C2)C(=O)N